C[C@]1(CC[C@@]2(CC[C@@]3(C(=CC[C@H]4[C@]3(CC[C@@H]5[C@@]4(CC[C@@H]([C@@]5(C)CO)O)C)C)[C@@H]2C1)C)C(=O)O)CO The molecule is a pentacyclic triterpenoid that is olean-12-en-28-oic acid substituted by hydroxy groups at positions 3, 23 and 29. It has been isolated from the stem bark of Kalopanax pictus. It has a role as a metabolite and a plant metabolite. It is a hydroxy monocarboxylic acid and a pentacyclic triterpenoid. It derives from a hydride of an oleanane.